((2,6-difluorophenyl)amino)-3-((7-methoxy-2-methyl-1,2,3,4-tetrahydroisoquinolin-6-yl)amino)-1,2,4-triazine-6-carboxamide FC1=C(C(=CC=C1)F)NC=1N=C(N=NC1C(=O)N)NC=1C=C2CCN(CC2=CC1OC)C